N-((1r,4r)-4-hydroxycyclohexyl)-4-oxo-2-(pyridin-4-yl)-3,4-dihydrothieno[3,4-d]pyrimidine-7-carboxamide OC1CCC(CC1)NC(=O)C=1SC=C2C1N=C(NC2=O)C2=CC=NC=C2